CS(=O)(=O)N1CC2(CCC1)CCN(CC2)C2=CC(=NC(=N2)C=2C=NC=CC2)NC2=NC=CC(=C2)OC(F)(F)F 6-(2-(methylsulfonyl)-2,9-diazaspiro[5.5]undecan-9-yl)-2-(pyridin-3-yl)-N-(4-(trifluoromethoxy)pyridin-2-yl)pyrimidin-4-amine